NC1CCC(CC1)NC1=NC=CC(=N1)C1=C(C=CC=C1)NC1=C(C=C(C=C1)NS(=O)(=O)C1=C(C=CC=C1)Cl)F N-(4-((2-(2-(((1r,4r)-4-Aminocyclohexyl)amino)pyrimidin-4-yl)phenyl)amino)-3-fluorophenyl)2-chlorobenzenesulfonamide